FC1=C(C(=CC=C1)S(=O)(=O)C1=CC=C(C=C1)C(F)(F)F)C1OCCO1 2-(2-fluoro-6-((4-trifluoromethylphenyl)sulfonyl)phenyl)-1,3-dioxolane